C(CCCCCCC=CCCCCCCCCCCC)(=O)O 8-Eicosenoic acid